CC(CC(=O)OOC(CC(CC(C)(C)C)C)=O)CC(C)(C)C bis-(3,5,5-trimethylhexanoyl) peroxide